C(C)OC1=CC=C(C=C1)CC1=C(C=CC(=C1)O[C@H]1[C@H](O)[C@@H](O)[C@H](O)[C@H](O1)CO)Cl 2-[(4-ethoxyphenyl)methyl]-4-(β-D-glucopyranosyloxy)-1-chlorobenzene